1-Cyclobutyl-6-(6-fluoro-1,2,3,4-tetrahydroisoquinolin-2-yl)-1H-indole-2-carboxylic acid ethyl ester C(C)OC(=O)C=1N(C2=CC(=CC=C2C1)N1CC2=CC=C(C=C2CC1)F)C1CCC1